N-(2-hydroxyl)propyl-trimethyl-ammonium chloride [Cl-].OC(C[N+](C)(C)C)C